2-(3,5-bis(3-cyclopropyl-propyl)-2-hydroxyphenyl)acetaldehyde C1(CC1)CCCC=1C(=C(C=C(C1)CCCC1CC1)CC=O)O